C12CNCC(CC1)N2C=2SC=1CN(CCC1N2)C(=O)C2=CC=C(C=C2)CC(F)(F)F (2-(3,8-diazabicyclo[3.2.1]octan-8-yl)-6,7-dihydrothiazolo[5,4-c]pyridin-5(4H)-yl)(4-(2,2,2-trifluoroethyl)phenyl)methanone